C(CC)(=O)[C@](O)(C[N+](C)(C)C)CC([O-])=O |r| (±)-propionylcarnitine